FC(C(=C)C=1C=NC(=NC1)CC1CC2(CN(C2)C(=O)OC(C)(C)C)C1)(F)F tert-butyl 6-[[5-[1-(trifluoromethyl)vinyl]pyrimidin-2-yl]methyl]-2-azaspiro[3.3]heptane-2-carboxylate